Cl.OC(CCCN1CCC(CC1)C(C1=CC=CC=C1)(C1=CC=CC=C1)O)C1=CC=C(C=C1)C(C(=O)O)(C)C 4-[1-hydroxy-4-[4-(hydroxydiphenylmethyl)-1-piperidinyl]-butyl]-α,α-dimethyl-benzeneacetic acid hydrochloride